C1=NC=NC=2C=CC3=C(C12)C=CO3 furo[3,2-f]quinazoline